3-methyl-N-((1r,4r)-4-morpholinocyclohex-yl)-1-(pyridin-2-yl)-1H-thieno[2,3-c]pyrazole-5-carboxamide CC=1C2=C(N(N1)C1=NC=CC=C1)SC(=C2)C(=O)NC2CCC(CC2)N2CCOCC2